C[NH+](C1=C(C=C(C=C1C)C)C)C N,N-dimethyl-(2,4,6-trimethylanilinium)